2-(4-cyclopropyl-6-methoxypyrimidin-5-yl)-8-({3-fluoro-4-[1-isopropyl-4-(trifluoromethyl)imidazol-2-yl]-2-methoxyphenyl}methyl)pyrido[2,3-d]pyrimidin-7-one C1(CC1)C1=NC=NC(=C1C=1N=CC2=C(N1)N(C(C=C2)=O)CC2=C(C(=C(C=C2)C=2N(C=C(N2)C(F)(F)F)C(C)C)F)OC)OC